Pentacyclo-[7.4.0.12,5.19,12.08,13]-3-pentadecene C12C3C=CC(CCC4C25CCC(C41)C5)C3